C(CC=C)NC1=C(C=CC(=C1)C)S(=O)(=O)N1[C@@H](CCC1)C(=O)O ((2-(But-3-en-1-ylamino)-4-methylphenyl)sulfonyl)-L-proline